CN1N=CC(=C1)C1=CC2=C(O[C@@H](CN2)[C@@H](C2=CC=CC=C2)NCCC2=NC=C(C#N)C=C2)N=C1 6-(2-(((R)-((S)-7-(1-methyl-1H-pyrazol-4-yl)-2,3-dihydro-1H-pyrido[2,3-b][1,4]oxazin-3-yl)(phenyl)methyl)amino)ethyl)nicotinonitrile